1,1,1-trifluoropropyl iodide FC(C(C)I)(F)F